N(=[N+]=[N-])CC1(CC(C1)NC(OCC1=CC=CC=C1)=O)O benzyl N-[trans-3-(azidomethyl)-3-hydroxycyclobutyl]carbamate